C1(CC1)C1=CC=C(N=N1)C(C(=O)OC)(C)C methyl 2-(6-cyclopropylpyridazin-3-yl)-2-methylpropanoate